ClC=1C(=C(C=2C(=C(SN2)N2[C@H](CN(CC2)C(C=C)=O)C)C1)F)C1=CC(=CC2=CC=CC=C12)O 1-((3S)-4-(5-chloro-7-fluoro-6-(3-hydroxy-1-naphthalenyl)-2,1-benzothiazol-3-yl)-3-methyl-1-piperazinyl)-2-propen-1-one